9-(5-Benzyloxypyrimidin-2-yl)-2,9-diazaspiro[5.5]undecan-1-one C(C1=CC=CC=C1)OC=1C=NC(=NC1)N1CCC2(CCCNC2=O)CC1